NC([C@H](CO)NC(=O)C1=C(OC2=C1C=C(C=C2)OCC2=CC=NN2C)C)=O (S)-N-(1-amino-3-hydroxy-1-oxopropan-2-yl)-2-methyl-5-((1-methyl-1H-pyrazol-5-yl)methoxy)benzofuran-3-carboxamide